3-((4-chloro-6-fluoropyridin-3-yl)ethynyl)aniline ClC1=C(C=NC(=C1)F)C#CC=1C=C(N)C=CC1